tert-butyl 2-chloro-4-methyl-5,8-dihydropyrido[3,4-d]pyrimidine-7(6H)-carboxylate ClC=1N=C(C2=C(N1)CN(CC2)C(=O)OC(C)(C)C)C